OC1C(NC(N1CC1=CC=C(C=C1)OC)=O)=O 5-hydroxy-1-(4-methoxybenzyl)hydantoin